Dibutyl 9,9'-((4-(2-(4-(2-((3-(bis(2-hydroxy-7-isopropoxy-7-oxoheptyl)amino)butyl)disulfaneyl)ethyl)piperazin-1-yl)ethoxy)-4-pentyl)azanediyl)bis(8-hydroxynonanoate) OC(CN(C(CCSSCCN1CCN(CC1)CCOC(CCC)(C)N(CC(CCCCCCC(=O)OCCCC)O)CC(CCCCCCC(=O)OCCCC)O)C)CC(CCCCC(OC(C)C)=O)O)CCCCC(=O)OC(C)C